FC(CN1C(=NC2=C1C=CC=C2F)NC(CC2=CC(=C(OC1=NC=CC=C1C(=O)N)C=C2)F)=O)F 2-(4-(2-((1-(2,2-difluoroethyl)-4-fluoro-1H-benzo[d]imidazol-2-yl)amino)-2-oxoethyl)-2-fluorophenoxy)pyridine-3-carboxamide